COCCN1C=NC=2C1=NC(=CC2N2CCOCC2)NN=C(C)C=2C=C(C=CC2)C 4-(3-(2-methoxyethyl)-5-(2-(1-(m-tolyl)ethylidene)hydrazinyl)-3H-imidazo[4,5-b]pyridin-7-yl)morpholine